C1(=CC=CC=C1)P(C1=CC(=CC=C1)C)(C1=CC=CC=C1)=O diphenyl-(3-methylphenyl)phosphine oxide